2-(5-(((6-cyano-3-(3,3-difluoropiperidin-1-yl)-1-isopropyl-1H-pyrrolo[3,2-b]pyridin-5-yl)thio)methyl)-2-fluorophenyl)acetic acid C(#N)C=1C=C2C(=NC1SCC=1C=CC(=C(C1)CC(=O)O)F)C(=CN2C(C)C)N2CC(CCC2)(F)F